Potassium hydrogen persulfate potassium hydrogen peroxymonosulfate S(=O)(=O)(OO)[O-].[K+].S(=O)(=O)(O)OOS(=O)(=O)[O-].[K+]